O1C(=CC=C1)CC=1N=C(C2=C(N1)NC(=C2)CC(C)NC)N [(furan-2-yl)methyl]-6-[2-(methylamino)propyl]-7H-pyrrolo[2,3-d]pyrimidin-4-amine